P(=O)(O)(O)O.FC=1C=C(C=CC1C=1C=NC(=CC1)C=1N=NN(N1)CC)N1C(O[C@@H](C1)CO)=O (S)-3-(3-fluoro-4-(6-(2-ethyl-2H-tetrazol-5-yl)pyridin-3-yl)phenyl)-5-(hydroxymethyl)oxazolidin-2-one phosphate